2-chloro-N-(3,5-dimethylphenyl)-N-[(2-methoxyphenyl)methyl]acetamide ClCC(=O)N(CC1=C(C=CC=C1)OC)C1=CC(=CC(=C1)C)C